4-hydroxy-4'-methoxyazobenzene OC1=CC=C(C=C1)N=NC1=CC=C(C=C1)OC